7-((4H-1,2,4-triazol-4-yl)methyl)-9-methyl-2-((6-methylpyridin-2-yl)methyl)-7,9-dihydro-8H-pyrido[3',2':4,5]pyrrolo[2,3-d]pyridazin-8-one N=1N=CN(C1)CN1N=CC2=C(C1=O)N(C1=C2C=CC(=N1)CC1=NC(=CC=C1)C)C